C(C)(C)(C)N1CCC(CC1)C1=CC(=CC=C1)C1=C2C(=NC=C1)NC(C2(C)C)=O tert-butyl-4-[3-(3,3-dimethyl-2-oxo-1H-pyrrolo[2,3-b]pyridin-4-yl)phenyl]piperidine